OC1CCN(CC1)C(=O)N1CCCCC1 (4-hydroxypiperidine-1-carbonyl)piperidin